bis(tetraethyl-λ5-bismuthanyloxy)(triethyl)-λ5-bismuthane C(C)[Bi](O[Bi](CC)(CC)(CC)O[Bi](CC)(CC)(CC)CC)(CC)(CC)CC